2-(1-((3-(benzyloxy)isoxazol-5-yl)methyl)-1H-pyrazol-4-yl)-N-(5-((2-(2,2-dimethylpyrrolidin-1-yl)ethyl)carbamoyl)-2-methylpyridin-3-yl)pyrazolo[5,1-b]thiazole-7-carboxamide C(C1=CC=CC=C1)OC1=NOC(=C1)CN1N=CC(=C1)C1=CN2C(S1)=C(C=N2)C(=O)NC=2C(=NC=C(C2)C(NCCN2C(CCC2)(C)C)=O)C